BrC=1SC2=C(C=NC(=C2)Cl)N1 2-bromo-6-chloro-thiazolo[4,5-c]pyridine